N-(benzyloxycarbonyl)-N-benzyloxycarbonyl-lysine (tert-butyl)2-methyl-(2S,3R,4R)-4-fluoro-3-methylpyrrolidine-1,2-dicarboxylate C(C)(C)(C)[C@@]1([C@](N(C[C@@H]1F)C(=O)O)(C(=O)O)C)C.C(C1=CC=CC=C1)OC(=O)N([C@@H](CCCCN)C(=O)O)C(=O)OCC1=CC=CC=C1